C(C)(C)(C)OC(=O)N1C[C@@H](CC1)OCCCCC(C)=O (R)-3-(5-Oxohexyloxy)pyrrolidine-1-carboxylic acid tert-butyl ester